[Si](C1=CC=CC=C1)(C1=CC=CC=C1)(C(C)(C)C)OCCN1CCNCC1 1-(2-((tert-Butyldiphenylsilyl)oxy)ethyl)piperazine